tert-butyl 4-[7-bromo-6-chloro-8-fluoro-2-[3-[4-(2-methoxy-2-oxo-ethoxy)-1-piperidyl]propoxy]quinazolin-4-yl]piperazine-1-carboxylate BrC1=C(C=C2C(=NC(=NC2=C1F)OCCCN1CCC(CC1)OCC(=O)OC)N1CCN(CC1)C(=O)OC(C)(C)C)Cl